C(C)(=O)OCC=1C(=NC=CC1B(O)O)N1C(C2=CC=3CC(CC3N2CC1)(C)C)=O [4-(dihydroxyboranyl)-2-{4,4-dimethyl-9-oxo-1,10-diazatricyclo[6.4.0.02,6]dodeca-2(6),7-dien-10-yl}pyridin-3-yl]methyl acetate